C1(CCC1)C(=O)N1CCCC2=CC(=CC=C12)[C@@H](C(=O)NC1=CC=C(C=C1)F)C (2S)-2-[1-(Cyclobutancarbonyl)-1,2,3,4-tetrahydrochinolin-6-yl]-N-(4-fluorophenyl)propanamid